CC=1C(=C(C(N)(N)C)C=CC1)C trimethyl-toluenediamine